[2-[1-[4-[(2,6-dioxo-3-piperidinyl)amino]-2-fluoro-phenyl]-4-piperidinyl]ethyl]-4-fluoro-piperidine-1-carboxylic acid benzyl ester C(C1=CC=CC=C1)OC(=O)N1C(CC(CC1)F)CCC1CCN(CC1)C1=C(C=C(C=C1)NC1C(NC(CC1)=O)=O)F